N2-(5,7-difluoro-1H-indol-3-yl)-5-(trifluoromethyl)-1H-benzo[d]imidazole-1,2-diamine hydrochloride Cl.FC=1C=C2C(=CNC2=C(C1)F)NC1=NC2=C(N1N)C=CC(=C2)C(F)(F)F